2-((2R,3S)-1-(3-((2-((3S,4R)-3-fluoro-4-hydroxy-4-methylpiperidin-1-yl)pyrimidin-4-yl)amino)-5-isopropylisoquinolin-8-yl)-2-methylazetidin-3-yl)acetonitrile F[C@H]1CN(CC[C@@]1(C)O)C1=NC=CC(=N1)NC=1N=CC2=C(C=CC(=C2C1)C(C)C)N1[C@@H]([C@H](C1)CC#N)C